(2R,5S)-2-[3-(4-chlorophenyl)phenyl]-5-[(3,3-difluoropyrrolidin-1-yl)methyl]-1,4-thiazepan-3-one ClC1=CC=C(C=C1)C=1C=C(C=CC1)[C@H]1SCC[C@H](NC1=O)CN1CC(CC1)(F)F